C=CC=C(C(=O)C=C)[N+](=O)[O-] Acrylnitryl-Butadien